calcium magnesium vanadium titanium [Ti].[V].[Mg].[Ca]